2-fluoro-4-(7-(piperidine-1-carbonyl)-2,3-dihydro-4H-pyrido[3,2-b][1,4]oxazin-4-yl)benzoic acid FC1=C(C(=O)O)C=CC(=C1)N1C2=C(OCC1)C=C(C=N2)C(=O)N2CCCCC2